3-(acryloxymethyl)-2,2-difluorooxetane C(C=C)(=O)OCC1C(OC1)(F)F